N-(4-chloro-6-morpholinylpyrimidin-2-yl)-7-methoxy-6-nitroquinazolin-4-amine ClC1=NC(=NC(=C1)N1CCOCC1)NC1=NC=NC2=CC(=C(C=C12)[N+](=O)[O-])OC